FC(F)(F)C(S)C1=CC=CC=C1 trifluoromethyl-phenyl-methanethiol